(E)-1-[2-Hydroxy-4-(3-methylbut-2-enoxy)phenyl]-3-[4-(3-methylbut-2-enoxy)phenyl]prop-2-en-1-one OC1=C(C=CC(=C1)OCC=C(C)C)C(\C=C\C1=CC=C(C=C1)OCC=C(C)C)=O